4-((4-methoxybenzyl)amino)-2-((3-hydroxy-2,3,4,5-tetrahydro-benzo[b][1,4]oxazepin-7-yl)amino)pyrimidine-5-carboxamide COC1=CC=C(CNC2=NC(=NC=C2C(=O)N)NC2=CC3=C(OCC(CN3)O)C=C2)C=C1